3-(4-(2,4-difluorobenzyloxy)-3-bromo-6-methyl-2-oxopyridin-1(2H)-yl)-N-(2-hydroxyethyl)-N,2-dimethylbenzamide FC1=C(COC2=C(C(N(C(=C2)C)C=2C(=C(C(=O)N(C)CCO)C=CC2)C)=O)Br)C=CC(=C1)F